CS(=O)(=O)OCC1OSOC1 4-methylsulfonyloxymethyl-2,2-dioxa-1,3,2-dioxathiolane